5,10,15,20-tetrakis(4-aminophenyl)-porphyrin iron [Fe].NC1=CC=C(C=C1)C=1C2=CC=C(N2)C(=C2C=CC(C(=C3C=CC(=C(C=4C=CC1N4)C4=CC=C(C=C4)N)N3)C3=CC=C(C=C3)N)=N2)C2=CC=C(C=C2)N